2-amino-N-(2,3-dihydro-1H-inden-2-yl)-6-((2-hydroxyphenyl)amino)isonicotinamide tert-butyl-(3-bromophenyl)-3-oxopiperazine-1-carboxylate C(C)(C)(C)C1(N(CCNC1=O)C(=O)O)C1=CC(=CC=C1)Br.NC=1C=C(C(=O)NC2CC3=CC=CC=C3C2)C=C(N1)NC1=C(C=CC=C1)O